(1R,2S,5S)-N-(4-Amino-1-cyclopropyl-3,4-dioxobutan-2-yl)-3-((S)-2-cyclobutyl-2-isobutyramidoacetyl)-6,6-dimethyl-3-azabicyclo[3.1.0]hexane-2-carboxamide NC(C(C(CC1CC1)NC(=O)[C@@H]1[C@H]2C([C@H]2CN1C([C@@H](NC(C(C)C)=O)C1CCC1)=O)(C)C)=O)=O